COC(C1=CC=C(C=C1)C=1C2=C(S(C1SC)(=O)=O)C=C(C=C2)OC)=O 4-(6-methoxy-2-methylsulfanyl-1,1-dioxo-benzo[b]thiophen-3-yl)benzoic acid methyl ester